NC1=NN(C2=NC(=CN=C21)C2CC2)[C@@H]2C[C@H](C2)CO [trans-3-(3-amino-6-cyclopropyl-1H-pyrazolo[3,4-b]pyrazin-1-yl)cyclobutyl]methanol